[N+](#[C-])C(S(=O)(=O)C1=CC=C(C=C1)C)C1=CC=CC=C1 1-((isocyano(phenyl)methyl)sulfonyl)-4-methylbenzene